OC=1C=C(C=NC1)C(=O)N1CC2(CC1)CCC(CC2)NCC(=O)NCC(F)(F)F 2-{[(5s,8s)-2-(5-hydroxypyridine-3-carbonyl)-2-azaspiro[4.5]decan-8-yl]amino}-N-(2,2,2-trifluoroethyl)acetamide